2-(5-Methoxy-1-benzofuran-2-yl)-3-(methoxymethyl)imidazo[1,2-a]pyridine-7-carbonitrile COC=1C=CC2=C(C=C(O2)C=2N=C3N(C=CC(=C3)C#N)C2COC)C1